5-bromo-7-methoxy-3-methylquinolin-2(1H)-one BrC1=C2C=C(C(NC2=CC(=C1)OC)=O)C